N1C=NC(=C1)C1=CC=C(OCC2=CC=C(C=C2)NC(=O)C2COC2)C=C1 N-(4-((4-(1H-imidazol-4-yl)phenoxy)methyl)phenyl)oxetane-3-carboxamide